OC(CN(CC(CCCCCCCCCC)O)CCN(CCCN(CCNCC(CCCCCCCCCC)O)CC(CCCCCCCCCC)O)CC(CCCCCCCCCC)O)CCCCCCCCCC 13,16,20-tris(2-hydroxydodecyl)-13,16,20,23-tetraazapentatricontane-11,25-diol